C\C(=C/CCC(C)NC1=CC=CC=C1)\CCC=C(C)C (E)-N-(6,10-dimethylundeca-5,9-dien-2-yl)aniline